NC1CCC(CC1)NC1=CC(=C(C#N)C=C1)C(F)(F)F 4-[(4-aminocyclohexyl)amino]-2-(trifluoromethyl)benzonitrile